manganese bis(cyclopentadiene) C1=CC=CC1.C1=CC=CC1.[Mn]